(4-(docosyloxy)phenyl)sulfonyl-4-(4-(4-(1-ethylpiperidin-4-yl)piperazin-1-yl)piperidin-1-yl)-6-methoxyquinoline C(CCCCCCCCCCCCCCCCCCCCC)OC1=CC=C(C=C1)S(=O)(=O)C1=NC2=CC=C(C=C2C(=C1)N1CCC(CC1)N1CCN(CC1)C1CCN(CC1)CC)OC